4,4'-Dinitro[1,1'-biphenyl]-2,2'-dicarboxylic acid [N+](=O)([O-])C=1C=C(C(=CC1)C=1C(=CC(=CC1)[N+](=O)[O-])C(=O)O)C(=O)O